5-(((1S,3'R,4'S,5'S,6'R)-5-Chloro-3',4',5'-trihydroxy-6'-methyl-3',4',5',6'-tetrahydro-3H-spiro[isobenzofuran-1,2'-pyran]-6-yl)methyl)-N-methylthiophen-2-formamid ClC=1C=C2CO[C@]3(O[C@@H]([C@H]([C@@H]([C@H]3O)O)O)C)C2=CC1CC1=CC=C(S1)C(=O)NC